5-(2-(methylsulfonyl)ethyl)-1,3,4-thiadiazol-2-amine CS(=O)(=O)CCC1=NN=C(S1)N